N-(4-(5-Butylisoxazol-3-yl)phenyl)acrylamide methyl-2-((3,5-bis(trifluoromethyl)benzylidene)amino)-2-cyclohexylbut-3-enoate COC(C(C=C)(C1CCCCC1)N=CC1=CC(=CC(=C1)C(F)(F)F)C(F)(F)F)=O.C(CCC)C1=CC(=NO1)C1=CC=C(C=C1)NC(C=C)=O